2,5-Bis(1,1-dimethylbutyl)hydroquinone CC(CCC)(C)C1=C(O)C=C(C(=C1)O)C(CCC)(C)C